3-(phenylmethyl)phenol C1(=CC=CC=C1)CC=1C=C(C=CC1)O